tert-butyl N-[6-methyl-8-[[methyl(methylsulfonyl)amino] methyl]imidazo[1,2-a]pyrazin-2-yl]carbamate CC=1N=C(C=2N(C1)C=C(N2)NC(OC(C)(C)C)=O)CN(S(=O)(=O)C)C